C(OC)(OC12CC3CC(CC(C1)C3)C2)=O methyl (adamantan-1-yl) carbonate